2-oxo-2H-[1,3'-bipyridine]-3-carboxylic acid O=C1N(C=CC=C1C(=O)O)C=1C=NC=CC1